C(#N)C1=C(N=C(S1)N(C1=C(N=C2SC(=NN21)N2C[C@@H](CC2)N(CC(=O)N2CC(C2)C(=O)OC)C)CC)C)C2=CC=C(C=C2)F methyl (R)-1-{2-[(1-(5-((5-cyano-4-(4-fluorophenyl)thiazol-2-yl)(methyl)amino)-6-ethylimidazo[2,1-b][1,3,4]thiadiazol-2-yl)pyrrolidin-3-yl)(methyl)amino]acetyl}azetidine-3-carboxylate